ClC=1C=C(NC2(CCC3([C@H](CC4=CC=CC=C34)C[C@H](CNC3=CC=NC=4CCCC(C34)C)C)CC2)C(=O)O)C=CC1 (1r,2'S,4S)-4-(3-chloroanilino)-2'-{(2R)-2-methyl-3-[(5-methyl-5,6,7,8-tetrahydroquinolin-4-yl)amino]propyl}-2',3'-dihydrospiro[cyclohexane-1,1'-indene]-4-carboxylic acid